racemic-(3R,7R)-2-(4-chloro-3-fluorobenzoyl)-9-(1-(6-(2-hydroxypropan-2-yl)pyridin-3-yl)ethyl)-3,7-dimethyl-1,2,3,4,8,9-hexahydropyrido[4',3':3,4]pyrazolo[1,5-a]pyrazin-10(7H)-one ClC1=C(C=C(C(=O)N2CC=3C(=NN4C3C(N(C[C@H]4C)C(C)C=4C=NC(=CC4)C(C)(C)O)=O)C[C@H]2C)C=C1)F |r|